tert-butyl N-[(1S)-5,5,5-trifluoro-1-formyl-pentyl]carbamate FC(CCC[C@@H](C=O)NC(OC(C)(C)C)=O)(F)F